C(C)(C)(C)OC(=O)NC=1C=CN(C1)C 4-[(tert-butoxy)carbonylamino]-1-methylpyrrole